FC(C1=CC(NC(N1COCC[Si](C)(C)C)=O)=O)(F)F 6-(trifluoromethyl)-1-(2-trimethylsilylethoxymethyl)pyrimidine-2,4-dione